ethyl S-(1,7,7-trimethylbicyclo[2.2.1]heptan-2-yl)cysteinate CC12C(CC(CC1)C2(C)C)SC[C@H](N)C(=O)OCC